6-(chloromethyl)-11H-dibenzo[b,e]azepine ClCC=1C2=C(CC3=C(N1)C=CC=C3)C=CC=C2